prenyl-phosphate C(C=C(C)C)OP(=O)([O-])[O-]